CC(C(NCC)=O)NC(C(NC(C(NC(CCCCCNC(CCOCCOCCOCCOCCOCCOCCOCCOCCNC(CNC(CCC(NC(NC(CCC(=O)[O-])C(=O)[O-])=O)C(=O)[O-])=O)=O)=O)=O)C)=O)C)=O 5,8,11-trimethyl-4,7,10,13,20,48,51,56-octaoxo-23,26,29,32,35,38,41,44-octaoxa-3,6,9,12,19,47,50,55,57-nonaazahexacontane-54,58,60-tricarboxylate